NC1=CC(=C2CCCC(C2=C1)=O)Cl 7-amino-5-chloro-3,4-dihydronaphthalen-1(2H)-one